4-methyl-N-(2-(phenylethynyl)phenyl)benzenesulfonamide CC1=CC=C(C=C1)S(=O)(=O)NC1=C(C=CC=C1)C#CC1=CC=CC=C1